2'-chloro-4'-(N-methylpropionamido)-N-(pyridin-3-ylmethyl)-[1,1'-biphenyl]-4-carboxamide ClC1=C(C=CC(=C1)N(C(CC)=O)C)C1=CC=C(C=C1)C(=O)NCC=1C=NC=CC1